SCC(CC)O mercaptomethyl-1-propanol